BrC=1C=C2C(C=C(OC2=C(C1)CNC1=CC(=CC(=C1)F)F)N1CCOCC1)=O 6-bromo-8-(((3,5-difluorophenyl)amino)methyl)-2-morpholino-4H-chromen-4-one